1,1,1-Trifluoro-3-methylbutan-2-yl 2-(4-ethoxyphenyl)thiazole-4-carboxylate C(C)OC1=CC=C(C=C1)C=1SC=C(N1)C(=O)OC(C(F)(F)F)C(C)C